Cl.C.[NH4+] ammonium methane-HCl